Cl.N1=C(C=NC=C1)C1=C2CCO[C@H](C2=CC=C1)CN |o1:12| rel-(R)-(5-(Pyrazin-2-yl)isochroman-1-yl)methanamine hydrochloride salt